[Mn].[Co].[Ni].[Na] sodium-nickel-cobalt-manganese